NC1=C2C(=NC=N1)N(N=C2C2=C(C=C(C=C2)OC2=CC=CC=C2)F)[C@H]2CC[C@H](CC2)N2CC[N+](CC2)(C)C 4-((cis)-4-(4-amino-3-(2-fluoro-4-phenoxyphenyl)-1H-pyrazolo[3,4-d]pyrimidin-1-yl)cyclohexyl)-1,1-dimethylpiperazin-1-ium